Ethyl (3S)-3-(4,4'-difluoro-2',5,6'-trimethyl-[1,1'-biphenyl]-3-yl)-3-(2-(3-(difluoromethyl)-5-(2-(dimethylamino)ethyl)-2-oxopyridin-1(2H)-yl)-4-methylpentanamido)propanoate FC1=C(C=C(C=C1C)C1=C(C=C(C=C1C)F)C)[C@H](CC(=O)OCC)NC(C(CC(C)C)N1C(C(=CC(=C1)CCN(C)C)C(F)F)=O)=O